2-(7-((1S,2S,5R)-8-azabicyclo[3.2.1]octan-2-yl)-4-methyl-7H-imidazo-[4,5-c]pyridazin-3-yl)-5-(trifluoromethyl)phenol [C@@H]12[C@H](CC[C@@H](CC1)N2)N2C=NC1=C2N=NC(=C1C)C1=C(C=C(C=C1)C(F)(F)F)O